(R)-(3,5-Difluorophenyl)((2R,6S)-6-Propylpiperidin-2-yl)-Methanol FC=1C=C(C=C(C1)F)[C@@H](O)[C@@H]1N[C@H](CCC1)CCC